3-(undec-10-enamido)-N,N,N-trimethyl-propan-1-aminium methyl-sulfate COS(=O)(=O)[O-].C(CCCCCCCCC=C)(=O)NCCC[N+](C)(C)C